4-(2-hydroxypropan-2-yl)pyridine 3beta-hydroxy-5-cholestenoate O[C@@H]1CC2=CC[C@H]3[C@@H]4CC[C@H]([C@@H](CCCC(C(=O)O)C)C)[C@]4(CC[C@@H]3[C@]2(CC1)C)C.OC(C)(C)C1=CC=NC=C1